(S)-2-((1-(5-(bisphenylmethyl)-1-methyl-1,2,4-triazol-3-yl)ethyl)carbamoyl)-4-methoxypyridin-3-yl ethyl carbonate C(OC=1C(=NC=CC1OC)C(N[C@@H](C)C1=NN(C(=N1)C(C1=CC=CC=C1)C1=CC=CC=C1)C)=O)(OCC)=O